C[C@@]1([C@H](C[C@@H]2C([C@H]1C2)(C)C)O)O (1R,3S,4R,5R)-4,6,6-trimethylbicyclo[3.1.1]heptane-3,4-diol